N1N=CC2=CC(=CC=C12)B(O)O indazole-5-boronic acid